FC(C1=CC2=C(SC(=C2)C(N[C@H]2CCCC[C@@H]3N(C2=O)[C@@H](CC3)C(=O)N3CC(C3)C=3C=NC=CC3C3=CC=CC=C3)=O)C=C1)(F)P(O)(O)=O (difluoro(2-(((3S,6S,10aS)-5-oxo-3-(3-(4-phenylpyridin-3-yl)azetidine-1-carbonyl)decahydropyrrolo[1,2-a]azocin-6-yl)carbamoyl)benzo[b]thiophen-5-yl)methyl)phosphonic acid